N1CC[C@@H](CCC1)OC=1C=2N(C=C(N1)C1=NC=NC(=C1)OC)N=CC2 (R)-4-(azepan-4-yloxy)-6-(6-methoxypyrimidin-4-yl)pyrazolo[1,5-a]pyrazine